trihexadecylammonium tetrakis(pentafluorophenyl)borate FC1=C(C(=C(C(=C1[B-](C1=C(C(=C(C(=C1F)F)F)F)F)(C1=C(C(=C(C(=C1F)F)F)F)F)C1=C(C(=C(C(=C1F)F)F)F)F)F)F)F)F.C(CCCCCCCCCCCCCCC)[NH+](CCCCCCCCCCCCCCCC)CCCCCCCCCCCCCCCC